[O].C[Si](CC)(C)C (2-(trimethylsilyl)ethane) Oxygen